methyl 2-(3-fluoro-4-((2-hydroxy-3-oxocyclohepta-1,4,6-trien-1-yl)oxy)phenyl)acetate FC=1C=C(C=CC1OC1=C(C(C=CC=C1)=O)O)CC(=O)OC